(1S,2S)-N-(6-(((R)-1-(6-ethyl-8-(3-methyl-2,4-dioxoimidazolidin-1-yl)imidazo[1,2-a]pyridin-2-yl)ethyl)amino)pyrimidin-4-yl)-2-(4-methyl-pyrimidin-2-yl)cyclopropane-1-carboxamide C(C)C=1C=C(C=2N(C1)C=C(N2)[C@@H](C)NC2=CC(=NC=N2)NC(=O)[C@@H]2[C@H](C2)C2=NC=CC(=N2)C)N2C(N(C(C2)=O)C)=O